ClC=1C(=NNC1)C1=NC(=NC=C1C#N)N[C@@H]1CC[C@H](CC1)N(C(=O)NCCCOC)C1=NC=C(N=C1)C=1C=NC(=NC1)OC 1-(trans-4-((4-(4-chloro-1H-pyrazol-3-yl)-5-cyanopyrimidin-2-yl)amino)cyclohexyl)-3-(3-methoxypropyl)-1-(5-(2-methoxypyrimidin-5-yl)pyrazin-2-yl)urea